[Cl-].[Cl-].[Zr+2].C[Si](C1(C(=C(C(=C1)C)C)C)C)(NC(C)(C)C)C dimethyl-(t-butylamino)(tetramethylcyclopentadienyl)silane zirconium dichloride